ClC=1C(=NC(=NC1)N(C=O)C1=CC(=C(C=C1)N1CCN(CC1)C)F)C(=O)NC1=C(C=CC=C1F)Cl 5-chloro-N-(2-chloro-6-fluorophenyl)-2-(N-(3-fluoro-4-(4-methylpiperazin-1-yl)phenyl)formamido)pyrimidine-4-carboxamide